(rac)-(2s,4s)-2-(6-(o-Tolyl)-3-azabicyclo[4.1.0]heptan-3-carbonyl)-7-oxa-5-azaspiro[3.4]octan-6-on C1(=C(C=CC=C1)C12CCN(CC2C1)C(=O)C1CC2(C1)NC(OC2)=O)C